6-chloro-3,3-dimethyl-2,3-dihydro-1H-pyrrolo[3,2-c]pyridine ClC1=CC2=C(C=N1)C(CN2)(C)C